N1NCC12CCCC2 diazaspiro[3.4]octan